cyclobutaneformamidine C1(CCC1)C(=N)N